ClC1=CC(=C2C(=C(N(C2=C1)C1=CC(=C(C=C1)F)F)C1CCOCC1)C1=CC=C(C(=O)O)C=C1)O 4-[6-chloro-1-(3,4-difluorophenyl)-4-hydroxy-2-tetrahydropyran-4-yl-indol-3-yl]Benzoic acid